N1(C=NC=C1)CCCNC=1SC2=C(N1)C(=CC=C2)CNC(OC(C)(C)C)=O tert-butyl ((2-((3-(1H-imidazol-1-yl)propyl)amino)benzo[d]thiazol-4-yl)methyl)carbamate